(R)-4-(1,1-Dioxidoisothiazolidin-2-yl)-N-(6-(2-methylmorpholino)pyridin-2-yl)-2-(6-azaspiro[2.5]octan-6-yl)benzamide O=S1(N(CCC1)C1=CC(=C(C(=O)NC2=NC(=CC=C2)N2C[C@H](OCC2)C)C=C1)N1CCC2(CC2)CC1)=O